N[C@H]1CS(C2=C(N(C1=O)CC1=CC=C(C=C1)Cl)C=C(C(=C2)F)C=2OC(=NN2)C2=CC=C(C=C2)F)(=O)=O (3R)-3-amino-5-[(4-chlorophenyl)methyl]-8-fluoro-7-[5-(4-fluorophenyl)-1,3,4-oxadiazol-2-yl]-1,1-dioxo-2,3-dihydro-1lambda6,5-benzothiazepin-4-one